(R)-9-Oxo-8-(5-(2-phenoxyphenyl)thiazol-2-yl)octahydro-2H-pyrazino[1,2-a]pyrazin O=C1N(CCN2[C@@H]1CNCC2)C=2SC(=CN2)C2=C(C=CC=C2)OC2=CC=CC=C2